2,2,2-trifluoroethyl 2-((2S,5R)-4-(3-(dimethylamino)-2,2-dimethylpropanoyl)-5-methyl-2-phenylpiperazin-1-yl)-2-oxoacetate CN(CC(C(=O)N1C[C@@H](N(C[C@H]1C)C(C(=O)OCC(F)(F)F)=O)C1=CC=CC=C1)(C)C)C